trans-2-(4-chloro-3-fluorophenoxy)-N-(4-(5-(4,4-difluorocyclohexyl)-1,3,4-oxadiazol-2-yl)cyclohexyl)acetamide ClC1=C(C=C(OCC(=O)N[C@@H]2CC[C@H](CC2)C=2OC(=NN2)C2CCC(CC2)(F)F)C=C1)F